4-(4,4,5,5-tetramethyl-1,3,2-dioxaborolan-2-yl)-1-(2-(trimethylsilyl)ethoxy)-1,2,3,6-tetrahydropyridine CC1(OB(OC1(C)C)C=1CCN(CC1)OCC[Si](C)(C)C)C